morpholine HCl salt Cl.N1CCOCC1